5-(cyclopropylmethoxy)nicotinic acid C1(CC1)COC=1C=NC=C(C(=O)O)C1